NC1=C(C=C(N=N1)C1=C(C=CC=C1)O)N1CC2CCC(C1)N2C2=CC(=NC=C2)C#CCN2C1CC1CC2 2-[6-amino-5-[8-[2-[3-(2-azabicyclo[3.1.0]hexan-2-yl)prop-1-ynyl]-4-pyridyl]-3,8-diazabicyclo[3.2.1]octan-3-yl]pyridazin-3-yl]phenol